6-palmitoyl-8-methyl-6,9-diazaspiro[4.5]decane-7,10-dione C(CCCCCCCCCCCCCCC)(=O)N1C2(CCCC2)C(NC(C1=O)C)=O